1-(3,3-difluoro-4-hydroxy-1-azaspiro[4.4]nonan-1-yl)pentane-1,2-dione FC1(CN(C2(C1O)CCCC2)C(C(CCC)=O)=O)F